4,8-dimethylnon-3,7-dien-2-ol CC(=CC(C)O)CCC=C(C)C